FC1(C[C@H](CN(C1)C(=O)OC1=CC=C(C=C1)OC(F)(F)F)N1C(CC(CC1)C)=O)F 4-(trifluoromethoxy)phenyl (3'R)-5',5'-difluoro-4-methyl-2-oxo[1,3'-bipiperidine]-1'-carboxylate